(7aS*,9R*,11aR*)-9-hydroxy-6-(methoxymethoxy)-8,8,11a-trimethyl-3-phenyl-7a,8,9,10,11,11a-hexahydro-1H,7H-pyrano[2,3-c]xanthen-1-one O[C@@H]1CC[C@]2(OC=3C4=C(C=C(C3C[C@H]2C1(C)C)OCOC)OC(=CC4=O)C4=CC=CC=C4)C |o1:1,4,13|